OC1=C2C(C(=C(OC2=CC=C1OC)O)C1=CC=CC=C1)=O dihydroxy-6-methoxy-isoflavone